C(C)(=O)O[C@H]1[C@@H](SCC)O[C@@H]([C@@H]([C@@H]1N=[N+]=[N-])OC(C)=O)COC(C)=O ethyl 2,4,6-tri-O-acetyl-3-azido-3-deoxy-1-thio-α-D-galactopyranoside